methyl 3-ethyl-2-oxo-4-thioxo-1,2,3,4-tetrahydroquinazoline-7-carboxylate C(C)N1C(NC2=CC(=CC=C2C1=S)C(=O)OC)=O